ClC=1C(=C(C(=CC1)S(=O)(=O)C)C1=CN=CC(=N1)C(=O)NC=1C=NN(C1)[C@@H](C)C=1C(=NC(=NC1)N1C([C@@H]2C[C@@H]2C1)=O)C)F |o1:25| 6-(3-chloro-2-fluoro-6-(methylsulfonyl)phenyl)-N-(1-((S or R)-1-(4-methyl-2-((1R,5S)-2-oxo-3-azabicyclo[3.1.0]hex-3-yl)pyrimidin-5-yl)ethyl)-1H-pyrazol-4-yl)pyrazine-2-carboxamide